tert-Butyl 4-(4-((6-(3-Acetamidophenyl)-3-nitropyridin-2-yl)amino)benzyl)piperazine-1-carboxylate C(C)(=O)NC=1C=C(C=CC1)C1=CC=C(C(=N1)NC1=CC=C(CN2CCN(CC2)C(=O)OC(C)(C)C)C=C1)[N+](=O)[O-]